ClC=1OC(=CN1)C1=CC(=CC=C1)Cl 2-chloro-5-(3-chlorophenyl)oxazole